(R)-2-ethyl-4-oxo-6-trifluoromethyl-3,4-dihydroquinoline-1(2H)-carboxylic acid ethyl ester C(C)OC(=O)N1[C@@H](CC(C2=CC(=CC=C12)C(F)(F)F)=O)CC